tert-butyl 3-chloro-2-(4-methylpiperazine-1-carbonyl)-4,6,7,8-tetrahydropyrazolo[1,5-a][1,4]diazepine-5-carboxylate ClC=1C(=NN2C1CN(CCC2)C(=O)OC(C)(C)C)C(=O)N2CCN(CC2)C